[N+](=O)([O-])C1(C(C(=C(C(=C1[N+](=O)[O-])[N+](=O)[O-])[N+](=O)[O-])[N+](=O)[O-])[N+](=O)[O-])N 1,3,5-trinitro-2,4,6-trinitro-aminobenzene